Dilauroyl-sn-glycero-3-phosphoserine C(CCCCCCCCCCC)(=O)N([C@@H](COP(OC[C@@H](CO)O)(=O)O)C(=O)O)C(CCCCCCCCCCC)=O